N(=[N+]=[N-])CCOCCOCCOCCOCCN(C(C(COCCCCCCCC(=O)OC\C=C/CCCCCC)OCCCCCCCC(=O)OC\C=C/CCCCCC)=O)CCCCCCCC [(Z)-non-2-enyl] 8-[3-[2-[2-[2-[2-(2-azidoethoxy)ethoxy]ethoxy]ethoxy]ethyl-octyl-amino]-2-[8-[(Z)-non-2-enoxy]-8-oxo-octoxy]-3-oxopropoxy]octanoate